N-(3,5-Dimethoxyphenyl)-N-(5,5-dimethyl-2-oxo-1-(2,2,2-trifluoroethyl)pyrrolidin-3-yl)-2-ethynylthiazole-4-carboxamide COC=1C=C(C=C(C1)OC)N(C(=O)C=1N=C(SC1)C#C)C1C(N(C(C1)(C)C)CC(F)(F)F)=O